BrC1=NC(=C2N1C1(CC2)CC1)C=O 3'-bromo-6',7'-dihydrospiro[cyclopropane-1,5'-pyrrolo[1,2-c]imidazole]-1'-carbaldehyde